4-bromo-6-chloro-2-(2-hydroxyethoxy)pyridin-3-ol BrC1=C(C(=NC(=C1)Cl)OCCO)O